3,4-dihydroxytolan OC=1C=C(C=CC1O)C#CC1=CC=CC=C1